O1COC2=C1C=CC(=C2)C2=C(C=C(C=C2)N)C=2N=NN(N2)C(C2=CC=CC=C2)(C2=CC=CC=C2)C2=CC=CC=C2 4-(benzo[d][1,3]dioxolan-5-yl)-3-(2-trityl-2H-tetrazol-5-yl)phenylamine